FC(C1=NN(C=C1NC(=O)C=1C=NN2C1N=C(C=C2)N2[C@H]1CO[C@@H](C2)C1)C1CCC(CC1)C=O)F N-[3-(difluoromethyl)-1-[(1r,4r)-4-formylcyclohexyl]pyrazol-4-yl]-5-[(1R,4R)-2-oxa-5-azabicyclo[2.2.1]heptan-5-yl]pyrazolo[1,5-a]pyrimidine-3-carboxamide